C1(=CC=CC=C1)C1=NC(=NC(=N1)C=1C=C2C=3C=C(C=CC3N(C2=CC1)C1=NC(=NC(=C1)C1=CC=CC=C1)C1=CC=CC=C1)C1=CC=CC=C1)C=1C=C2C=3C=C(C=CC3N(C2=CC1)C1=NC(=NC(=C1)C1=CC=CC=C1)C1=CC=CC=C1)C1=CC=CC=C1 6,6'-(6-phenyl-1,3,5-triazine-2,4-diyl)bis(9-(2,6-diphenylpyrimidin-4-yl)-3-phenyl-9H-carbazole)